8-amino-1-octanol NCCCCCCCCO